C(C)(C)(C)OC(=O)N(C=1C=2N(C3=CC(=C(C=C3N1)Cl)C(=O)OC)C(=NC2)C)C(=O)OC(C)(C)C Methyl 4-(bis(tert-butoxycarbonyl)amino)-7-chloro-1-methylimidazo[1,5-a]quinoxaline-8-carboxylate